C1(=CC=CC=C1)C1CCN(CC1)CC#C 4-phenyl-1-(prop-2-yn-1-yl)piperidine